C(C)(C)C=1C(=NNC1C=1C=C(C=2N(C1)N=CN2)OC)C=2SC(=C(N2)C)N2[C@@H](CN(CC2)CC(=O)N(C)C)C (R)-2-(4-(2-(4-isopropyl-5-(8-methoxy-[1,2,4]triazolo[1,5-a]pyridin-6-yl)-1H-pyrazol-3-yl)-4-methylthiazol-5-yl)-3-methylpiperazin-1-yl)-N,N-dimethylacetamide